BrC(C(=O)NC)C 2-bromo-N-methylpropanamide